ClC=1C=CC(=C(C1)N)N1CCOCC1 5-chloro-2-morpholin-4-yl-phenylamine